COC=1C=C(COC2=CC=C3CCC(OC3=C2)C(=O)NOC2OCCCC2)C=CC1 7-((3-Methoxybenzyl)oxy)-N-((tetrahydro-2H-pyran-2-yl)oxy)chromane-2-carboxamide